OCCS(=O)(=O)NC1=CC(=C(C(=O)NC2=NC(=CC=C2)OCC(C)O)C=C1)N1CCC2(CC2)CC1 4-((2-Hydroxyethyl)sulfonamido)-N-(6-(2-hydroxypropoxy)pyridin-2-yl)-2-(6-azaspiro[2.5]octan-6-yl)benzamide